5-[2-(2-ethylhexanoyloxy)ethoxy]phenol C(C)C(C(=O)OCCOC=1C=CC=C(C1)O)CCCC